C12CN(CC(N1)C2)C=2OC1=C(N2)C(=CC=C1C=1SC=CN1)OC1CCOCC1 2-(3,6-diazabicyclo[3.1.1]heptan-3-yl)-4-((tetrahydro-2H-pyran-4-yl)oxy)-7-(thiazol-2-yl)benzo[d]oxazole